4-((S)-2-((S)-5-(((3R,4S,5S)-5-carbamoyl-3,4-dihydroxytetrahydrofuran-2-yl)amino)-2-(6-(2,5-dihydro-1H-pyrrol-1-yl)hexanamido)-5-oxopentanoylamino)-3-methyl-1-oxobutan-2-yl)butanamide C(N)(=O)[C@@H]1[C@H]([C@H](C(O1)NC(CC[C@@H](C(=O)N[C@](C=O)(C(C)C)CCCC(=O)N)NC(CCCCCN1CC=CC1)=O)=O)O)O